C(CCCCCCCC)(=O)O[C@@H](COC(CCCCCCCC)=O)[C@H](OC(CCCCCCCC)=O)COC(CCCCCCCC)=O Erythritol tetranonanoate